C(C)(=O)N[C@H]1C[C@H](CCC1)C(=O)NC1=NC=C(C(=C1)C1=CC2=C(N(N=C2C(=C1)F)C)C(C(F)(F)F)(C)O)Cl (1S,3R)-3-acetamido-N-(5-chloro-4-(7-fluoro-2-methyl-3-(1,1,1-trifluoro-2-hydroxypropan-2-yl)-2H-indazol-5-yl)pyridin-2-yl)cyclohexane-1-carboxamide